dimethyl-3-oxo-1,3-dihydroisobenzofuran-1-ylphosphonate CC1=C2C(OC(C2=CC=C1)(P([O-])([O-])=O)C)=O